(+)-1-[3-(dimethylamino)propyl]-1-(4-fluorophenyl)-1,3-dihydro-5-isobenzofurancarbonitrile oxalate C(C(=O)O)(=O)O.CN(CCCC1(OCC2=CC(=CC=C12)C#N)C1=CC=C(C=C1)F)C